cyclopropyl-4-[5-methyl-4-(2-oxo-2,3-dihydro-benzooxazol-5-ylamino)-pyrimidin-2-ylamino]-benzamide formate salt C(=O)O.C1(CC1)C1=C(C(=O)N)C=CC(=C1)NC1=NC=C(C(=N1)NC=1C=CC2=C(NC(O2)=O)C1)C